CN(CCNC1=C2C(=NC(=N1)C1=CC=C(C=C1)NS(=O)(=O)C1=C(C=NC=C1)F)NN=C2C)C N-[4-(4-[[2-(dimethylamino)ethyl]amino]-3-methyl-1H-pyrazolo[3,4-d]pyrimidin-6-yl)phenyl]-3-fluoropyridine-4-sulfonamide